2-(3-methoxy-2-methylphenyl)-2-(phenylsulfonyl)-1-(tetrahydrofuran-2-yl)ethyl acetate C(C)(=O)OC(C(S(=O)(=O)C1=CC=CC=C1)C1=C(C(=CC=C1)OC)C)C1OCCC1